CC1=CC=C(C=C1)S(=O)(=O)O.N1CCC(CC1)C1=CC=CC(=N1)OCC1=CC=C(S1)C#N 5-[[6-(4-piperidyl)-2-pyridyl]oxymethyl]thiophene-2-carbonitrile, 4-methylbenzenesulfonic acid salt